Cl.ClC=1C=CC(=C(C1)C=1N=CN(C(C1)=O)[C@H]1CCCCCNC([C@H]2CNCCN2C=2C=CC=C1C2)=O)N2N=NC(=C2)Cl (7R,15S)-15-{4-[5-chloro-2-(4-chloro-1H-1,2,3-triazol-1-yl)phenyl]-6-oxo-1,6-dihydropyrimidin-1-yl}-2,5,9-triazatricyclo[14.3.1.02,7]icosa-1(20),16,18-trien-8-one hydrochloride